C(#N)C=1C=C(C=NC1)B(O)O 5-cyano-3-pyridinylboronic acid